C(#N)C1=CN=C(S1)NC(C(C)C=1C=CC(=C(C1)C1=CC=C(N=N1)C(C(=O)N)=C)F)=O (6-(5-(1-((5-cyanothiazol-2-yl)amino)-1-oxopropan-2-yl)-2-fluorophenyl)pyridazin-3-yl)acrylamide